CC(CN1C(N(C2(C1)CCC(CC2)(C2=CC=CC=C2)N(C)C)CC2(CCC2)O)=O)(C(N2CCSCC2)=O)C CIS-3-(2,2-Dimethyl-3-Oxo-3-Thiomorpholinopropyl)-8-(Dimethylamino)-1-((1-Hydroxycyclobutyl)Methyl)-8-Phenyl-1,3-Diazaspiro[4.5]Decan-2-One